3-(5-(1-((7-methyl-4-oxo-4H-pyrido[1,2-a]pyrimidin-2-yl)methyl)piperidin-4-yl)-1-oxoisoindolin-2-yl)piperidine-2,6-dione CC=1C=CC=2N(C(C=C(N2)CN2CCC(CC2)C=2C=C3CN(C(C3=CC2)=O)C2C(NC(CC2)=O)=O)=O)C1